7-morpholino-5-[(2E)-2-(m-tolylmethylene)hydrazino]-N-(2-pyridyl)thiazolo[5,4-d]pyrimidine-2-carboxamide O1CCN(CC1)C=1C2=C(N=C(N1)N/N=C/C=1C=C(C=CC1)C)SC(=N2)C(=O)NC2=NC=CC=C2